C(#N)C=1C=C(C=NC1)N1[C@H]([C@H](CC1)NS(=O)(=O)C)CO[C@@H]1CC[C@@H](CC1)C1=CC=CC=C1 N-((2R,3S)-1-(5-cyanopyridin-3-yl)-2-((((CIS)-4-phenylcyclohexyl)oxy)methyl)pyrrolidin-3-yl)methanesulfonamide